11-(tert-butoxycarbonyl)-4,7,15,18-tetraoxo-3,8,11,14,19-pentaazahenicosane-1,21-dioic acid C(C)(C)(C)OC(=O)N(CCNC(CCC(NCC(=O)O)=O)=O)CCNC(CCC(NCC(=O)O)=O)=O